3-fluoro-N-(3-((1s,3s)-3-methyl-1-(4-methyl-4H-1,2,4-triazol-3-yl)cyclobutyl)phenyl)-5-(((1-methylcyclopropyl)amino)methyl)pyrazolo[1,5-a]pyridine-7-carboxamide FC=1C=NN2C1C=C(C=C2C(=O)NC2=CC(=CC=C2)C2(CC(C2)C)C2=NN=CN2C)CNC2(CC2)C